[Br-].O1C(=CC2=C1C=CC=C2)C(=CCC=2N(C1=C(N2)C=CC=C1)CC(C1=CC=C(C=C1)C1=CC=CC=C1)=O)C=1OC2=C(C1)C=CC=C2 (3,3-bis(benzofuran-2-yl)allyl)-3-(4-phenylbenzoylmethyl)benzimidazole bromide salt